BrC1=C(C=C2C(=NC(=NC2=C1F)Cl)N1C[C@H]2C[C@H]([C@@H](C1)C2)O[Si](C)(C)C(C)(C)C)F 7-bromo-4-((1r,5r,6r)-6-((tert-butyldimethylsilyl)oxy)-3-azabicyclo[3.2.1]oct-3-yl)-2-chloro-6,8-difluoroquinazoline